methyl (S)-3,7-dimethyl-2-(2-(pyridin-4-yl)ethyl)-3,7,8,9-tetrahydro-6H-imidazo[4,5-f]quinoline-6-carboxylate CN1C(=NC2=C3CC[C@@H](N(C3=CC=C21)C(=O)OC)C)CCC2=CC=NC=C2